(4-tert-butyl-phenyl)-acetic acid methyl ester COC(CC1=CC=C(C=C1)C(C)(C)C)=O